Tert-butyl (R)-3-((5-iodopyridin-2-yl)oxy)pyrrolidine-1-carboxylate IC=1C=CC(=NC1)O[C@H]1CN(CC1)C(=O)OC(C)(C)C